[Cl-].[PH4+].N(=C=O)C(C)(C)C1=CC=C(C=C1)OC(OC1=CC=C(C=C1)C(C)(C)N=C=O)=O.FC(C1=C(OC2=CC=C(C=C2)OC2=C(C(=CC=C2)N)C(F)(F)F)C=CC=C1N)(F)F 1,4-bis(2-trifluoromethyl-3-aminophenoxy)benzene bis-(4-(1-isocyanato-1-methylethyl)phenyl)carbonate phosphonium chloride salt